COC1=CC=C(C=C1)[C@H]1[C@@H](C1)N trans-2-(4-methoxyphenyl)cyclopropylamine